2-(4-methoxyphenyl)-4,5-dimethyl-1,3-dioxane COC1=CC=C(C=C1)C1OCC(C(O1)C)C